COC(=O)C1CCCC2=C(C=C(C=C12)C)Cl 5-chloro-7-methyl-1,2,3,4-tetrahydronaphthalene-1-carboxylic acid methyl ester